CC=CCCOC 6-oxa-hept-2-ene